FC=1C(=C2C(C(C(C2=CC1)=O)=O)(C#N)C#N)F difluorodicyanoindandione